tert-butyl (S)-(1-(3-(2,4-difluorophenyl)-4-oxo-3,4-dihydrophthalazin-1-yl)azepan-3-yl)carbamate FC1=C(C=CC(=C1)F)N1N=C(C2=CC=CC=C2C1=O)N1C[C@H](CCCC1)NC(OC(C)(C)C)=O